The molecule is the conjugate base of S-carboxymethyl-L-cysteine having anionic carboxy groups and a protonated amino group; major species at pH 7.3. It is an alpha-amino-acid anion and a dicarboxylic acid anion. It is a conjugate base of a S-carboxymethyl-L-cysteine. C([C@@H](C(=O)[O-])[NH3+])SCC(=O)[O-]